ClC1=CC(=C(C=C1)C1(OC2=C(O1)C=CC=C2C(=O)N=[N+]=[N-])C)F 2-(4-chloro-2-fluorophenyl)-2-methylbenzo[d][1,3]dioxole-4-carbonyl azide